BrC1=C(C=CC=C1)C1(CC1)C 1-bromo-2-(1-methylcyclopropyl)benzene